CC1(CCC=2C(=CC=C3C[C@H](COC23)C2=C(C=C(C=C2)CCC)O)O1)C 2-[(3S)-8,8-Dimethyl-3,4,9,10-tetrahydro-2H-pyrano[2,3-h]chromen-3-yl]-5-propylphenol